ClC1=C(C=C(C=C1)NC(=O)NC1=CC=C(C=C1)C#N)C(F)(F)F 1-(4-chloro-3-(trifluoromethyl)phenyl)-3-(4-cyanophenyl)urea